N[C@H](CC1=C(C2=NC(=CC(=C2S1)NCC=1SC=CN1)Cl)C)CF 2-[(2R)-2-amino-3-fluoropropyl]-5-chloro-3-methyl-N-[(1,3-thiazol-2-yl)methyl]thieno[3,2-b]pyridin-7-amine